2-[[5-(3-Bromophenyl)-2-furanyl]methylene]-5-methyl-3(2H)-benzofuranone BrC=1C=C(C=CC1)C1=CC=C(O1)C=C1OC2=C(C1=O)C=C(C=C2)C